NC(CCP(=O)(OC=1C=C(C=CC1)CC(=O)O)OC)C(=O)O 3-[[(3-amino-3-carboxypropyl)methoxyphosphinyl]oxy]benzeneacetic acid